NC=1OC2=C(N1)C(=CC=C2F)B(O)O (2-amino-7-fluoro-1,3-benzoxazol-4-yl)boronic acid